N-methyl-N'-tetrahydrofuranoyl-propanediamine CNC(CC)NC(=O)C1OCCC1